(R)-8-(Methylcarbamoyl)-1,2,4,4a,5,6-hexahydro-3H-pyrazino[1,2-a][1,5]naphthyridine-3-carboxylic acid benzyl ester C(C1=CC=CC=C1)OC(=O)N1C[C@@H]2N(C3=CC=C(N=C3CC2)C(NC)=O)CC1